acetylid [C-]#[C-]